N-(3,4,5-trihydroxy-6-methyltetrahydro-(2H)-pyran-2-yloxyethoxyethoxyethoxyethyl)amide OC1C(OC(C(C1O)O)C)OCCOCCOCCOCC[NH-]